FC=1C=C(C(=N)NO)C=CC1F 3,4-difluoro-N-hydroxybenzamidine